B1(OC(C(O1)(C)C)(C)C)C2=CC=C(C=C2)S(=O)(=O)N(C)C3CCCCC3 4-(N-CYCLOHEXYL-N-METHYLSULFAMOYL)PHENYLBORONIC ACID